ClC=1C=C(CC2(CC2)OC(=O)N[C@@H](CC(C)C)C(=O)OC)C=CC1 Methyl ((1-(3-chlorobenzyl)cyclopropoxy)carbonyl)-L-leucinate